2-(Bromomethyl)pyridine hydrobromide Br.BrCC1=NC=CC=C1